6-bromohexyl-4,4-bis(((Z)-oct-5-en-1-yl)oxy)butanoic acid BrCCCCCCC(C(=O)O)CC(OCCCC\C=C/CC)OCCCC\C=C/CC